((4-hydroxyphenylethyl)amino)-3-oxopropionic acid OC1=CC=C(C=C1)CCNC(C(=O)O)C=O